C(C)(C)(C)OC(=O)N1C2CN(CC1CC2)C2=NC(=NC1=C(C(=C(C=C21)C(F)(F)F)C2=CC=C(C=1SC(=CC12)NC(=O)OC(C)(C)C)F)F)F 3-(7-(2-((tert-butoxycarbonyl)amino)-7-fluorobenzo[b]thiophen-4-yl)-2,8-difluoro-6-(trifluoromethyl)quinazolin-4-yl)-3,8-diazabicyclo[3.2.1]octane-8-carboxylic acid tert-butyl ester